C(C)(C)(C)C=1C=CC(=C(C1)SC1=CC=C(C=C1)S(=O)(=O)C1=CC=C(C=C1)SC1=C(C=CC(=C1)C(C)(C)C)C)C 4-[(5-tert-butyl-2-methylphenyl)thio]phenylsulfone